C(C)(=O)C1=CC(=CC=2C(N3C(=NC12)C(CC3)=CC3CCOCC3)=O)F 5-acetyl-7-fluoro-3-((tetrahydro-2H-pyran-4-yl)methylene)-2,3-dihydropyrrolo[2,1-b]quinazolin-9(1H)-one